(S)-methyl 2-(2,6-dichloro-3-(2-(3-chlorophenyl)acetamido)benzamido)-3-(3-((R)-2,3-dihydro-1H-inden-1-yl)ureido)propanoate ClC1=C(C(=O)N[C@H](C(=O)OC)CNC(=O)N[C@@H]2CCC3=CC=CC=C23)C(=CC=C1NC(CC1=CC(=CC=C1)Cl)=O)Cl